C1(CCC1)NC1=NC(=NC(=C1C#N)N1C[C@H](N(CC1)C(=O)C1CC1)C)C=1C=NN(C1)C 4-(cyclobutylamino)-6-[(3R)-4-(cyclopropylcarbonyl)-3-methylpiperazin-1-yl]-2-(1-methyl-1H-pyrazol-4-yl)pyrimidine-5-carbonitrile